(S)-2-(4-methylphenyl-sulphonamido)-N-(4-morpholinophenyl)-3-(naphthalen-2-yl)propanamide CC1=CC=C(C=C1)S(=O)(=O)N[C@H](C(=O)NC1=CC=C(C=C1)N1CCOCC1)CC1=CC2=CC=CC=C2C=C1